ClC1=CC(=CC(=N1)N1CC2=CC=C(C=C2C1=O)C1(CC(C1)C#N)CC1=NN=CN1C)CN1C[C@@H](CCC1)C (1S,3r)-3-(2-(6-Chloro-4-(((S)-3-methylpiperidin-1-yl)methyl)pyridin-2-yl)-3-oxoisoindolin-5-yl)-3-((4-methyl-4H-1,2,4-triazol-3-yl)methyl)cyclobutane-1-carbonitrile